(R)-2-(((R)-3-mercapto-2-(methylamino)propyl)amino)-3-(methylamino)propane-1-thiol hydrochloride Cl.SC[C@@H](CN[C@@H](CS)CNC)NC